5-ethoxycarbonylmethyloxycarbonyl-bicyclo[2.2.1]hept-2-ene C(C)OC(=O)COC(=O)C1C2C=CC(C1)C2